C(C)(C)(C)CN(C(=O)OC1(CCCCC1)O[Si](C1=CC=CC=C1)(C1=CC=CC=C1)C(C)(C)C)CCOCC1=NN(C(=C1Br)C)C ((tert-butyldiphenylsilyl)oxy)cyclohexane-1-ol tert-Butyl-N-[2-[(4-bromo-1,5-dimethyl-pyrazol-3-yl)methoxy]ethyl]-N-methyl-carbamate